N1=CNC2=C1C=CC=C2 benzo-[D]imidazol